OC(CCNC(N)=O)O N'-dihydroxypropyl-urea